ClC=1C=C(C=CC1)[C@@H]1[C@H](C(NCC1)=O)C(=O)NC1=C(C(=CC=C1)F)F (3R,4S)-4-(3-chlorophenyl)-N-(2,3-difluorophenyl)-2-oxo-3-piperidinecarboxamide